2-{3-methoxy-4-[(1r,4r)-4-(dimethylamino)cyclohexyloxy]phenylamino}-4-(3-quinolylamino)pyrimidine COC=1C=C(C=CC1OC1CCC(CC1)N(C)C)NC1=NC=CC(=N1)NC=1C=NC2=CC=CC=C2C1